BrC1=C(C(=CC=C1)OC1=CC=C(C=C1)CCC#C)C 1-bromo-3-(4-but-3-ynylphenoxy)-2-methyl-benzene